CSC=1C=C(C(=O)NC2=CC=C(C=C2)[C@H]2CNCCC2)C=CC1 (S)-3-(Methylthio)-N-(4-(piperidin-3-yl)-phenyl)-benzamid